6-(7,8-Dimethyl-[1,2,4]triazolo[4,3-b]pyridazin-6-yl)-7-methyl-3-(trifluoromethyl)-5,6,7,8-tetrahydro-1,6-naphthyridine CC1=C(C=2N(N=C1N1CC=3C=C(C=NC3CC1C)C(F)(F)F)C=NN2)C